(1-(2-((tert-butyldimethylsilyl)oxy)ethoxy)cyclopropyl)methanol sodium [Na].[Si](C)(C)(C(C)(C)C)OCCOC1(CC1)CO